1-[3-(hydroxymethyl)pyrrolidin-1-yl]Propan-1-one OCC1CN(CC1)C(CC)=O